1,4-bis{1-[4-(4-aminophenoxy)phenyl]-1-methylethyl}benzene NC1=CC=C(OC2=CC=C(C=C2)C(C)(C)C2=CC=C(C=C2)C(C)(C2=CC=C(C=C2)OC2=CC=C(C=C2)N)C)C=C1